C(C)(C)OCC=1C=2CC[C@H]3N(C2N=CC1)CCNC3 (R)-4-(Isopropoxymethyl)-6,6a,7,8,9,10-hexahydro-5H-pyrazino[1,2-a][1,8]naphthyridine